FC(S(=O)(=O)OC=1C=C2C(N(CC2=CC1)C12C(NC(C(C1)C2)=O)=O)=O)(F)F 2-(2,4-dioxo-3-azabicyclo[3.1.1]heptan-1-yl)-3-oxoisoindolin-5-yl trifluoromethanesulfonate